chloromagnesium tetrakis(heptafluoronaphthyl)borate FC=1C(=C(C(=C2C(=C(C(=C(C12)[B-](C1=C(C(=C(C2=C(C(=C(C(=C12)F)F)F)F)F)F)F)(C1=C(C(=C(C2=C(C(=C(C(=C12)F)F)F)F)F)F)F)C1=C(C(=C(C2=C(C(=C(C(=C12)F)F)F)F)F)F)F)F)F)F)F)F)F.Cl[Mg+]